ClC1=C(C=CC(=C1)NC(C[C@H]1CCN(C1)C=1C2=C(N=C(N1)C)C1=C(O2)C=CC=C1)=O)C1=CC=CC=C1 (2S,4R)-4-(2-((2-chloro-[1,1'-biphenyl]-4-yl)amino)-2-oxoethyl)-1-(2-methylbenzofuro[3,2-d]pyrimidin-4-yl)pyrrolidine